CC1(C2C=CC3(C(C=CC(C13)=O)(C)C)C2)C 1,1,5,5-tetramethyl-2H-2,4a-methanonaphthalen-8(5H)-one